C1=CC=CC=2C3=CC=CC=C3C(=CC12)NC1=CC=C(C=C1)NC1=CC=C(C=C1)NC=1C2=CC=CC=C2C=2C=CC=CC2C1 N1-(phenanthren-9-yl)-N4-(4-(phenanthren-9-ylamino)phenyl)benzene-1,4-diamine